Cl.N1[C@@H](COCC1)C1=NOC(N1)=S (R)-3-(morpholin-3-yl)-1,2,4-oxadiazole-5(4H)-thione hydrochloride